C(CCCCCCCC(=O)OCCCCCCCCCCCCCC)(=O)OCC(COC(CCC(OCCCCCCCC)OCCCCCCCC)=O)COC(=O)OCCCN(CC)CC 1-(3-((4,4-bis(octyloxy)butanoyl)oxy)-2-((((3-(diethylamino)propoxy)carbonyl)oxy)methyl)propyl) 9-tetradecyl nonanedioate